FC1=C(C(=CC(=C1)OC)F)C1=C(C(N(N1C)C1=NC(=CC=C1C(F)(F)F)N1CC(CC1)(C)O)=O)NC(C1=CC=C(C=C1)OC(F)F)=O N-[5-(2,6-difluoro-4-methoxyphenyl)-2-[6-(3-hydroxy-3-methylpyrrolidin-1-yl)-3-(trifluoromethyl)pyridin-2-yl]-1-methyl-3-oxo-2,3-dihydro-1H-pyrazol-4-yl]-4-(difluoromethoxy)benzamide